[2-chloro-4-[[3-[3-(trifluoromethyl)-1H-pyrazol-4-yl]imidazo[1,2-a]pyrazin-8-yl]amino]phenyl]-[4-[(2S,4R)-4-hydroxypyrrolidine-2-carbonyl]piperazin-1-yl]methanone formate C(=O)O.ClC1=C(C=CC(=C1)NC=1C=2N(C=CN1)C(=CN2)C=2C(=NNC2)C(F)(F)F)C(=O)N2CCN(CC2)C(=O)[C@H]2NC[C@@H](C2)O